[Ta].[Sn].[Mn] manganese tin-tantalum